FC=1C=C(C=C(C1)F)[C@@H]1CC=NN1C(=O)N1CCN(CC1)C1=NC=C(C(=N1)C1=NC(=NC(=C1)OC)OC)F (S)-(5-(3,5-difluorophenyl)-4,5-dihydro-1H-pyrazol-1-yl)(4-(5-fluoro-2',6'-dimethoxy-[4,4'-bipyrimidin]-2-yl)piperazin-1-yl)methanone